C(C1=CC=CC=C1)N1N=NC2=C1C=CC(=C2)C2=NN(C(=C2)C(F)(F)F)CC2=CC=C(C(=O)NO)C=C2 4-{[3-(1-benzyl-1H-benzo[d][1,2,3]triazol-5-yl)-5-trifluoromethyl-1H-pyrazol-1-yl]methyl}-N-hydroxybenzamide